7-chloro-4-(1,3-dimethyl-2-oxo-2,3-dihydro-1H-benzo[d]imidazol-5-yl)-2-methyl-2,6-naphthyridin-1(2H)-one ClC1=NC=C2C(=CN(C(C2=C1)=O)C)C1=CC2=C(N(C(N2C)=O)C)C=C1